2-{3-[2-amino-6-(1,1-dioxido-3,6-dihydro-2H-thiopyran-4-yl)-7H-pyrrolo[2,3-d]pyrimidin-4-yl]-2-(hydroxymethyl)phenyl}-6-cyclopropyl-8-fluoroisoquinolin-1(2H)-one NC=1N=C(C2=C(N1)NC(=C2)C=2CCS(CC2)(=O)=O)C=2C(=C(C=CC2)N2C(C1=C(C=C(C=C1C=C2)C2CC2)F)=O)CO